6-n-butylbicyclo[2.2.1]Hept-2-ene C(CCC)C1CC2C=CC1C2